tert-butyl ((3S,4S)-1-(dimethyl(oxo)-λ6-sulfanylidene)-4-methyl-2-oxohexan-3-yl)carbamate CS(=CC([C@H]([C@H](CC)C)NC(OC(C)(C)C)=O)=O)(=O)C